N-(8'-bromo-4'H-spiro[cyclopropane-1,5'-naphtho[2,1-d]isoxazol]-3'-yl)-6-methylpyridine-2-sulfonamide BrC1=CC=C2C3(CC=4C(=NOC4C2=C1)NS(=O)(=O)C1=NC(=CC=C1)C)CC3